ClC1=NC=C(C=N1)OC1=CC=NC2=CC(=C(C=C12)OC)OC 4-((2-chloropyrimidin-5-yl)oxy)-6,7-dimethoxyquinoline